C(#N)C1=CC(=C(COC2=CC=CC(=N2)N2C=NN(CC2)CC2=NC3=C(N2CC2=CN=CN2CC)C=C(C=C3)C(=O)O)C=C1)F 2-((4-(6-((4-cyano-2-fluorobenzyl)oxy)pyridin-2-yl)-5,6-dihydro-1,2,4-triAzin-1(4H)-yl)methyl)-1-((1-ethyl-1H-imidazol-5-yl)methyl)-1H-benzo[d]imidazole-6-carboxylic acid